2-(pentafluorophenoxy)tetrafluoropropionyl fluoride FC1=C(C(=C(C(=C1OC(C(=O)F)(C(F)(F)F)F)F)F)F)F